(1R,3S,5R)-5-((1,3,4-Oxadiazol-2-yl)methyl)-N-(6-bromo-3-methylpyridin-2-yl)-2-azabicyclo[3.1.0]hexane-3-carboxamide TFA salt OC(=O)C(F)(F)F.O1C(=NN=C1)C[C@]12C[C@H](N[C@@H]2C1)C(=O)NC1=NC(=CC=C1C)Br